C(C)(C)OC=1C=C(C=CC1)C=1C=C2CCC([C@H](C2=CC1)NC(O[C@@H]1CN2CCC1CC2)=O)(C)C (S)-quinuclidin-3-yl ((R)-6-(3-isopropoxyphenyl)-2,2-dimethyl-1,2,3,4-tetrahydronaphthalen-1-yl)carbamate